[SH2]1(C=CC=C1)=O 1λ6-thiophene-1-oxide